CC1(C2=CC=CC=C2C=2C=CC=C(C12)C1=C(C=2C3(C4=CC=CC=C4C2C=C1)C1=CC=CC=C1C1=CC=CC=C13)N)C 2-(9,9'-dimethyl-fluorenyl)-1-spiro-9,9'-bifluorenylamine